OC1=CC=C(C[C@H](N)C(=O)O)C=C1O 4,5-dihydroxyphenylalanine